Br[Si](N([Si](Br)(Br)Br)C(C)CC)(Br)Br hexabromo-2-sec-butyldisilazane